ClC1=C(C=C(CC(C(=O)N)(C)C)C=C1)C=1NC(C=C(N1)C1=CC=C(C=C1)S(=O)(=O)N1CCCCC1)=O (4-chloro-3-{6-oxo-4-[4-(piperidine-1-sulfonyl)phenyl]-1,6-dihydropyrimidin-2-yl}benzyl)isobutyramide